tert-butyl 5-bromo-3,4-dihydro-1H-isoquinoline-2-carboxylate BrC1=C2CCN(CC2=CC=C1)C(=O)OC(C)(C)C